(4-chloro-3,5-difluorophenyl)cyclopropane-1-carbonitrile ClC1=C(C=C(C=C1F)C1(CC1)C#N)F